(E)-3-(7-methoxy-1H-pyrrolo[2,3-c]pyridin-3-yl)prop-2-enoic acid COC=1N=CC=C2C1NC=C2/C=C/C(=O)O